1-[3-[2-(trifluoromethyl)-4-pyridinyl]-1,2,4-thiadiazol-5-yl]Ethylene FC(C1=NC=CC(=C1)C1=NSC(=N1)C=C)(F)F